C[C@H](COC1=CC=C(C=C1)[C@H](CC(=O)O)C#CC)C(C)C (3S)-3-{4-[(2S)-2,3-dimethylbutoxy]phenyl}hex-4-ynoic acid